[Si](C1=CC=CC=C1)(C1=CC=CC=C1)(C(C)(C)C)OC1CC(C(C1)NC(OCC1=CC=CC=C1)=O)C1OC(OC1)=O benzyl ((cis)-4-((tert-butyldiphenylsilyl)oxy)-2-(2-oxo-1,3-dioxolan-4-yl)cyclopentyl)carbamate